Cl.ClC1=CC(=C(N=N1)O)N1CCNCC1 6-chloro-4-(piperazin-1-yl)pyridazin-3-ol hydrochloride